CN[C@@H](C(=O)O)CC(=O)O (R)-2-(methylamino)succinic acid